FC=1C=C2N(C(C=3N(C2=CC1)C=CC3)=O)CCCC(=O)N3CCOCC3 7-fluoro-5-[4-(morpholin-4-yl)-4-oxobutyl]-4H,5H-pyrrolo[1,2-a]quinoxalin-4-one